(S)-N-(5-(3-hydroxypyrrolidin-1-yl)-2-morpholinooxazolo[4,5-b]pyridin-6-yl)-5-(2-methylpyridin-4-yl)thiophene-2-carboxamide O[C@@H]1CN(CC1)C1=C(C=C2C(=N1)N=C(O2)N2CCOCC2)NC(=O)C=2SC(=CC2)C2=CC(=NC=C2)C